1,4-dioxido-2,5-benzenedicarboxylate [O-]C1=C(C=C(C(=C1)C(=O)[O-])[O-])C(=O)[O-]